ClC=1N=CC(=NC1)COC1=NN=C(S1)NC(=O)C=1C(=NC=CC1)N1CCOCC1 N-[5-[(5-chloropyrazin-2-yl)methoxy]-1,3,4-thiadiazol-2-yl]-2-(morpholin-4-yl)pyridine-3-carboxamide